C(C)(C)(C)OC(=O)N1CC2(CC1)CC(CC2)=NS(=O)C(C)(C)C tert-butyl-7-((tert-butylsulfinyl) imino)-2-azaspiro[4.4]Nonane-2-carboxylate